2-chloro-1,1,2-trifluoroethylene ClC(=C(F)F)F